[Br-].C(C)N1CN(C=C1)C=C 1-ethyl-3-vinylimidazole bromide salt